FC(C=1C=C(C#N)C=C(C1)OC1=C(N=CNC1=O)C(C(F)F)(F)F)F 3-(difluoromethyl)-5-((6-oxo-4-(1,1,2,2-tetrafluoroethyl)-1,6-dihydropyrimidin-5-yl)oxy)benzonitrile